ClC1=CC=C(C=C1)C1=CN=C(S1)C12CC(C1)(C2)N 3-[5-(4-chlorophenyl)thiazol-2-yl]bicyclo[1.1.1]pentan-1-amine